(2S)-2-Amino-3-(4-piperazin-4-ylphenyl)propanoic Acid N[C@H](C(=O)O)CC1=CC=C(C=C1)N1CCNCC1